Cl.NCCNC(OCC=C)=O allyl N-(2-aminoethyl)carbamate hydrochloride